CS(=O)(=O)OCC=1C=C2CCN(CC2=C(C1)C1=CC=C(C=C1)C(F)(F)F)C(=O)OC(C)(C)C tert-butyl 6-(((methyl sulfonyl) oxy) methyl)-8-(4-(trifluoromethyl) phenyl)-3,4-dihydroisoquinoline-2(1H)-carboxylate